(S)-N-(3-(1-((2-amino-5-chloropyridin-3-yl)oxy)ethyl)-phenyl)-3-cyclopropylbenzamide NC1=NC=C(C=C1O[C@@H](C)C=1C=C(C=CC1)NC(C1=CC(=CC=C1)C1CC1)=O)Cl